Cl.Cl.N[C@H](C(=O)NC1=CC=C(C=C1)C1=C(C=NC=C1)Cl)C(C1=CC=CC=C1)C1=CC=CC=C1 (S)-2-amino-N-(4-(3-chloropyridin-4-yl)phenyl)-3,3-diphenylpropanamide dihydrochloride